[C@H]12OC[C@H](N(C1)C1=C(C=C(C(=C1)OC)NC1=NC=NC(=C1)N1OCC[C@@H]1C=1C=NC(=CC1)C)NC(C=C)=O)C2 N-(2-((1R,4R)-2-oxa-5-azabicyclo[2.2.1]heptane-5-yl)-4-methoxy-5-((6-((R)-3-(6-methylpyridine-3-yl)isoxazolidine-2-yl)pyrimidine-4-yl)amino)phenyl)acrylamide